ethyl ((S)-(((2R,3S,4R,5S)-5-(4-aminopyrrolo[2,1-f][1,2,4]triazin-7-yl)-2-cyano-3,4-dihydroxytetrahydrofuran-2-yl)methoxy)(phenoxy)phosphoryl)-L-alaninate NC1=NC=NN2C1=CC=C2[C@H]2[C@@H]([C@@H]([C@@](O2)(C#N)CO[P@](=O)(OC2=CC=CC=C2)N[C@@H](C)C(=O)OCC)O)O